C(C)(C)(C)OC(N[C@@H]1C(N(C2=C(OC1)N(N=C2)C(C)C)C)=O)=O (S)-tert-butyl(1-isopropyl-4-methyl-5-oxo-4,5,6,7-tetrahydro-1H-pyrazolo[3,4-b][1,4]oxazepin-6-yl)carbamate